CNC(C1=NC=C(C=C1)N1CCN(CC1)CC=1SC=2NC(N(C(C2N1)=O)C)=O)=O N-methyl-5-(4-((6-methyl-5,7-dioxo-4,5,6,7-tetrahydrothiazolo[5,4-d]pyrimidin-2-yl)methyl)piperazin-1-yl)picolinamide